CC1=NN(C(=C1)C(=O)N=C=S)CC(F)(F)F 3-methyl-1-(2,2,2-trifluoroethyl)-1H-pyrazol-5-carbonylisothiocyanate